1-(5-(2-((5-(4-Ethylpiperazin-1-yl)pyridin-2-yl)amino)-5-fluoropyrimidin-4-yl)-2,6-dimethyl-2H-thieno[3,2-c]pyrazol-3-yl)ethan-1-one C(C)N1CCN(CC1)C=1C=CC(=NC1)NC1=NC=C(C(=N1)C1=C(C2=NN(C(=C2S1)C(C)=O)C)C)F